NC1=C(C=C2C(CC(OC2=C1[N+](=O)[O-])C1CCN(CC1)C(=O)OC(C)(C)C)=O)F tert-butyl 4-(7-amino-6-fluoro-8-nitro-4-oxochroman-2-yl)piperidine-1-carboxylate